2-fluoro-3-chlorobromobenzene FC1=C(C=CC=C1Cl)Br